3-chloro-N-((1R,3S,5s,7s)-2-(5-(3-cyano-6-(2-hydroxy-2-methylpropoxy)pyrazolo[1,5-a]pyridin-4-yl)pyrazin-2-yl)-2-azaadamantan-5-yl)picolinamide ClC=1C(=NC=CC1)C(=O)NC12C[C@H]3N([C@H](CC(C1)C3)C2)C2=NC=C(N=C2)C=2C=3N(C=C(C2)OCC(C)(C)O)N=CC3C#N